FC1=C(C=CC(=N1)C(=O)NC)N1C2(COC2)CN(CC1)CC=1C(=C2NC(C(=NC2=CC1)C)=O)F 6-fluoro-5-(8-((5-fluoro-2-methyl-3-oxo-3,4-dihydroquinoxalin-6-yl)methyl)-2-oxa-5,8-diazaspiro[3.5]nonan-5-yl)-N-methylpicolinamide